silver octylbenzoate C(CCCCCCC)OC(C1=CC=CC=C1)=O.[Ag]